ethyl 1-(2-bromo-4-chlorophenyl)-4-(trifluoromethyl)-1H-1,2,3-triazole-5-carboxylate BrC1=C(C=CC(=C1)Cl)N1N=NC(=C1C(=O)OCC)C(F)(F)F